(1R,3R)-1-{4-[(4-aminobenzenesulfonyl)carbamoyl]-1,3-thiazol-2-yl}-3-[(2S,3S)-N-hexyl-3-methyl-2-{[(2R)-1-methylpiperidin-2-yl]formamido}pentanamido]-4-methylpentyl acetate C(C)(=O)O[C@H](C[C@H](C(C)C)N(C([C@H]([C@H](CC)C)NC(=O)[C@@H]1N(CCCC1)C)=O)CCCCCC)C=1SC=C(N1)C(NS(=O)(=O)C1=CC=C(C=C1)N)=O